(7R,14R)-11-((1-acetyl-4-methylpiperidin-4-yl)ethynyl)-1-(difluoromethoxy)-6-(methyl-d3)-6,7-dihydro-7,14-methanobenzo[f]benzo[4,5]imidazo[1,2-a][1,4]diazocin-5(14H)-one C(C)(=O)N1CCC(CC1)(C)C#CC1=CC2=C(N=C3N2[C@H]2C4=C(C(N([C@@H]3C2)C([2H])([2H])[2H])=O)C=CC=C4OC(F)F)C=C1